2-(3,3-diphenyl-2-(2-(trifluoromethyl)phenyl)allyl)-3-methylpyridine C1(=CC=CC=C1)C(=C(CC1=NC=CC=C1C)C1=C(C=CC=C1)C(F)(F)F)C1=CC=CC=C1